(1r,4r)-4-(2-trityl-2H-tetrazol-5-yl)cyclohexane-1-carboxylic acid C(C1=CC=CC=C1)(C1=CC=CC=C1)(C1=CC=CC=C1)N1N=C(N=N1)C1CCC(CC1)C(=O)O